4,4-dimethylcholest-8-en-3beta-ol CC1(C2CCC=3[C@@H]4CC[C@H]([C@@H](CCCC(C)C)C)[C@]4(CCC3[C@]2(CC[C@@H]1O)C)C)C